C(C)N1N=CC=C1C(=O)NC1CCC(CC1)NC1=CC=CC=2N1C=C(N2)C(F)(F)F 1-ethyl-N-[(1s,4s)-4-{[2-(trifluoromethyl)imidazo[1,2-a]pyridin-5-yl]amino}cyclohexyl]-1H-pyrazole-5-carboxamide